C(C)(C)(C)[C@]1(N(CC[C@@H](C1)NC=1C=NC2=CC=C(C(=C2C1)O[Si](C(C)C)(C(C)C)C(C)C)OCC1=CC=CC=C1)C(=O)O)C(NCC(CO)F)=O.[Si](C)(C)(C)C([C@H](O)[C@H](O)CO)O TMSerythritol tert-Butyl-(2S,4S)-4-((6-(benzyloxy)-5-((triisopropylsilyl)oxy)quinolin-3-yl)amino)-2-((2-fluoro-3-hydroxypropyl)carbamoyl)piperidine-1-carboxylate